C(C)(C)(C)OC(=O)NC1=C(C(=CC=C1)C)N1C(=CC2=CC=CC=C12)C(=O)OCC1=C(C=CC=C1)OC 2-methoxybenzyl (s)-1-(2-((tert-butoxycarbonyl) amino)-6-methylphenyl)-1H-indole-2-carboxylate